O(C1=CC=CC=C1)C1=CC=C(C(=O)NCC(=O)N2C[C@@H](C[C@H]2C(=O)OC)N2CCCC2)C=C1 methyl (3'R,5'S)-1'-((4-phenoxybenzoyl)glycyl)-[1,3'-bipyrrolidine]-5'-carboxylate